N-(3-Cyano-4-fluoro-1H-indol-7-yl)-1-(fluoromethyl)pyrazol-4-sulfonamid C(#N)C1=CNC2=C(C=CC(=C12)F)NS(=O)(=O)C=1C=NN(C1)CF